Br.ClC=1C=CC(=C(C1)C1=CC(=NC=N1)O)N1N=NC=C1 6-[5-chloro-2-(1H-1,2,3-triazol-1-yl)phenyl]pyrimidin-4-ol, hydrobromide